N-(5,5-dimethyl-3-oxocyclohex-1-en-1-yl)benzamide CC1(CC(C=C(C1)NC(C1=CC=CC=C1)=O)=O)C